C(C=C)(=O)NC1=C(C=CC(=C1)N1CCC(CC1)N1CCN(CC1)C)NC1=NC=C(C(=N1)NC1=C(C=C(C(=O)N)C=C1)OC(C)C)C#N 4-((2-((2-acrylamido-4-(4-(4-methylpiperazin-1-yl)piperidin-1-yl)phenyl)amino)-5-cyanopyrimidin-4-yl)amino)-3-isopropoxybenzamide